2-(2-((3R,4R)-3-Amino-4-fluoropiperidin-1-yl)-5,6-difluoro-1H-benzo[d]imidazol-1-yl)-1-(2-isopropylazetidin-1-yl)ethanon N[C@@H]1CN(CC[C@H]1F)C1=NC2=C(N1CC(=O)N1C(CC1)C(C)C)C=C(C(=C2)F)F